C(C)(C)(C)OC(=O)N1C[C@H](CC1)NC(C1=CC=C(C=C1)CCCCCCCCCC)=O.CC(CCOCCC#N)(CCOCCC#N)OCCC#N 3-methyl-1,3,5-tris(cyanoethoxy)pentane Tert-butyl-(S)-3-(4-decylbenzamido)pyrrolidine-1-carboxylate